ClC1=C(C=CC(=C1)C(=O)N1[C@H]([C@@H](N(CC1)C1=CC(=CC=C1)Cl)C)C)S(=O)CC(=O)OCC1=CC2=C(OCO2)C=C1 Benzo[d][1,3]dioxol-5-ylmethyl 2-((2-chloro-4-(4-(3-chlorophenyl)-trans-2,3-dimethylpiperazine-1-carbonyl)phenyl)sulfinyl)acetate